CC1N(C(CNC1)C)C=1C2=C(N(C(N1)=O)C=1C(=NC=CC1C)C(C)C)N=C(C(=C2)C#N)C2=C(C=CC(=C2)C)F 4-(2,6-dimethylpiperazin-1-yl)-7-(2-fluoro-5-methylphenyl)-1-(2-isopropyl-4-methylpyridin-3-yl)-2-oxo-1,2-dihydropyrido[2,3-d]pyrimidine-6-carbonitrile